[Cl-].C(CCCCCCC\C=C/CCCCCCCC)[N+](C)(C)CCCCCCCC\C=C/CCCCCCCC dioleyl-N,N-dimethylammonium chloride